C(CCCCCCC(=O)OC(CCCCCCCCC)C)(=O)OCC(COC(CCCCCCC(=O)OC(CCCCCCCCC)C)=O)(CO)CO O1-[2,2-bis(hydroxymethyl)-3-[8-(1-methyldecoxy)-8-oxo-octanoyl]oxy-propyl] O8-(1-methyldecyl) octanedioate